2-methoxyethyl 6'-methyl-2'-(quinolin-3-yl)-5',6'-dihydrospiro[azetidine-3,4'-pyrrolo[1,2-b]pyrazole]-1-carboxylate CC1CC2(C=3N1N=C(C3)C=3C=NC1=CC=CC=C1C3)CN(C2)C(=O)OCCOC